tert-butyl (1R,4R)-5-(2-((2-(4'-isopropyl-[1,1'-biphenyl]-4-carbonyl)-1,2,3,4-tetrahydroisoquinolin-6-yl) oxy)-2-methylpropanoyl)-2,5-diazabicyclo[2.2.1]heptane-2-carboxylate C(C)(C)C1=CC=C(C=C1)C1=CC=C(C=C1)C(=O)N1CC2=CC=C(C=C2CC1)OC(C(=O)N1[C@H]2CN([C@@H](C1)C2)C(=O)OC(C)(C)C)(C)C